CN([C@@H]1CN(CCC1)C=1C=NC2=CC=C(N=C2C1)C=1C(=NNC1)C1=NC(=CC=C1)C)C (3S)-N,N-dimethyl-1-[6-[3-(6-methyl-2-pyridyl)-1H-pyrazol-4-yl]-1,5-naphthyridin-3-yl]piperidin-3-amine